[Al].[Y].[Nd] Neodymium yttrium aluminium